(R)-(1-(7,8-dihydro-5H-spiro[quinazolin-6,2'-[1,3]dioxolan]-4-yl)piperidin-3-yl)carbamic acid benzyl ester C(C1=CC=CC=C1)OC(N[C@H]1CN(CCC1)C1=NC=NC=2CCC3(OCCO3)CC12)=O